O=C1NC(CCC1C1=NN(C2=C(C=CC=C12)OCC(=O)NCC1OCC1)C)=O 2-((3-(2,6-Dioxopiperidin-3-yl)-1-methyl-1H-indazol-7-yl)oxy)-N-(oxetan-2-yl-methyl)acetamide